N-(6-(7-(sec-butylamino)-5-chloro-6-fluoro-1H-indazol-4-yl)imidazo[1,2-a]pyrazin-2-yl)-2-fluorocyclopropane-1-carboxamide C(C)(CC)NC=1C(=C(C(=C2C=NNC12)C=1N=CC=2N(C1)C=C(N2)NC(=O)C2C(C2)F)Cl)F